CC(C(=O)OCCN1C(CCC1)=O)C N-(2-methylpropanoyloxyethyl)-2-pyrrolidone